(6-(((3S,4S)-4-fluoropyrrolidin-3-yl)amino)pyridin-2-yl)-N-methylimidazo[1,2-b]pyridazin-6-amine F[C@@H]1[C@H](CNC1)NC1=CC=CC(=N1)C=1N=C2N(N=C(C=C2)NC)C1